C1(CC1)C1=CC2=C(C=C(O2)C(=O)NS(=O)(=O)C2=C(C=C(C=C2)F)OCC)C(=C1)F 6-Cyclopropyl-N-(2-ethoxy-4-fluoro-phenyl)sulfonyl-4-fluoro-benzofuran-2-carboxamide